NC=1C=C(C=C(C1)C(F)(F)F)[C@@H](C)NC(=O)C1=NN(C(C2=C1SC=C2)=O)C=2C(=NC=CC2)F N-[(1R)-1-[3-amino-5-(trifluoromethyl)phenyl]ethyl]-5-(2-fluoro-3-pyridyl)-4-oxo-thieno[2,3-d]pyridazine-7-carboxamide